tert-butyl 4-(5-bromopyrimidin-2-yl)-3,5-dimethylpiperazine-1-carboxylate BrC=1C=NC(=NC1)N1C(CN(CC1C)C(=O)OC(C)(C)C)C